5-(9H-carbazole-9-yl)thiophene-2-formaldehyde C1=CC=CC=2C3=CC=CC=C3N(C12)C1=CC=C(S1)C=O